2-hydroxyl-1,4-benzenedicarboxaldehyde OC1=C(C=CC(=C1)C=O)C=O